ClC1=NC2=CC=CC=C2C(=C1)[C@@H](C)N (R)-1-(2-chloroquinolin-4-yl)ethan-1-amine